4-(6-((6-(6-oxa-2-azaspiro[3.4]octan-2-yl)pyrimidin-4-yl)amino)-1H-pyrazolo[4,3-c]pyridin-1-yl)-3-chloro-5-fluorobenzonitrile C1N(CC12COCC2)C2=CC(=NC=N2)NC2=CC1=C(C=N2)C=NN1C1=C(C=C(C#N)C=C1F)Cl